1H-benzo[d][1,2,3]triazol-1-yl (1,3-dioxoisoindolin-2-yl)(methyl)carbamate O=C1N(C(C2=CC=CC=C12)=O)N(C(ON1N=NC2=C1C=CC=C2)=O)C